5-(4,4,5,5-tetramethyl-1,3,2-dioxaborolan-2-yl)indoline-2-one CC1(OB(OC1(C)C)C=1C=C2CC(NC2=CC1)=O)C